CC1CCCCC(=O)O1 ε-Methylcaprolacton